[7-(1-methylethyl)-9-oxo-9H-thioxanthen-2-yl] bis(4-methylphenyl) thioantimonate [Sb](OC1=CC=2C(C3=CC(=CC=C3SC2C=C1)C(C)C)=O)(OC1=CC=C(C=C1)C)(OC1=CC=C(C=C1)C)=S